C(C1=CC=CC=C1)(=O)N1C=2C3=C(N(C=C3CCC1)[C@H]1[C@@H]([C@H](O)[C@H](O1)CO)F)N=CN2 6-Benzoyl-2-(2-deoxy-2-fluoro-β-D-ribofuranosyl)-6,7,8,9-tetrahydro-2H-2,3,5,6-tetraazabenzo[cd]azulene